N1=NC(=CC=C1C=1N=NN(C1)C1=CC(=C(C(=O)O)C=C1)O)C=1N=NN(C1)C1=CC(=C(C(=O)O)C=C1)O 4,4'-(Pyridazine-3,6-diylbis(1H-1,2,3-triazol-4,1-diyl))bis(2-hydroxybenzoic acid)